((Z)-oct-5-en-1-yloxy) butanoate C(CCC)(=O)OOCCCC\C=C/CC